C(=O)(OC(C)(C)C)N[C@@H](CCCCN)C(=O)O (e)-Boc-lysine